[N+](=O)([O-])C=1C(=C2C(=NC1)N(C=C2)S(=O)(=O)C2=CC=C(C)C=C2)NC21CC(C2)(C1)C(CC)S(=O)(=O)N (3-((5-nitro-1-tosyl-1H-pyrrolo[2,3-b]pyridin-4-yl)amino)bicyclo[1.1.1]pentan-1-yl)propane-1-sulfonamide